NC=1C2=C(N=CN1)N(C(=C2C2=CC=C(C=C2)OC2=NC(=CC=C2)C)C2CN(CC2CO)C(C=C)=O)C 1-(3-(4-amino-7-methyl-5-(4-((6-methylpyridin-2-yl)oxy)phenyl)-7H-pyrrolo[2,3-d]pyrimidin-6-yl)-4-(hydroxymethyl)pyrrolidin-1-yl)prop-2-en-1-one